methyl 1-[5-[1-(2,6-dichlorobenzoyl)-3-[3-[[ethyl(methyl)sulfamoyl]amino]-2,6-difluoro-benzoyl]pyrrolo[2,3-b]pyridin-5-yl]pyrimidin-2-yl]piperidine-4-carboxylate ClC1=C(C(=O)N2C=C(C=3C2=NC=C(C3)C=3C=NC(=NC3)N3CCC(CC3)C(=O)OC)C(C3=C(C(=CC=C3F)NS(N(C)CC)(=O)=O)F)=O)C(=CC=C1)Cl